[C].[Ti].[Ti] dititanium carbon